Dimethyl-divinyl-silane C[Si](C=C)(C=C)C